1-[8-[2-(4-piperidyl)ethynyl]imidazo[1,2-a]pyridin-3-yl]hexahydropyrimidine-2,4-dione N1CCC(CC1)C#CC=1C=2N(C=CC1)C(=CN2)N2C(NC(CC2)=O)=O